N-(5-bromopyridin-2-yl)acetamide CC(=O)NC1=NC=C(C=C1)Br